[C@@H]12[C@H](C[C@H](CC1)C2)NC2=NC=CC(=N2)C2=CC1=C(N(N=C1C=C2)C)C(C)C N-((1R,2S,4R)-bicyclo[2.2.1]heptan-2-yl)-4-(3-isopropyl-2-methyl-2H-indazol-5-yl)pyrimidin-2-amine